C(C1=CC=CC=C1)OC(=O)[C@H](C)OC(=O)[C@H](C)OC(=O)[C@H](C)OC([C@H](C)O[Si](C1=CC=CC=C1)(C1=CC=CC=C1)C(C)(C)C)=O (S)-2-(tert-butyl-diphenyl-silanyloxy)-propionic acid (S)-1-[(S)-1-((S)-1-benzyloxycarbonyl-ethoxycarbonyl)-ethoxycarbonyl]-ethyl ester